thiazoline-4(S)-carboxylic acid S1C=N[C@H](C1)C(=O)O